OC(=O)C(F)(F)F.C1NCC12COC(OC2)CCN(C2=CC=C(N=N2)C#N)CC2=CC(=C(C=C2)Cl)F 6-((2-(6,8-dioxa-2-azaspiro[3.5]nonan-7-yl)ethyl)(4-chloro-3-fluorobenzyl)amino)pyridazine-3-carbonitrile TFA Salt